1,3-dihydroxypropan-2-yl 10,18-dihydroxyoctadecanoate OC(CCCCCCCCC(=O)OC(CO)CO)CCCCCCCCO